2-(benzylthio)-3-(difluoromethyl)pyrazine C(C1=CC=CC=C1)SC1=NC=CN=C1C(F)F